8-(2,3-difluorophenyl)-9-(3-fluoro-4-((1-(3-fluoropropyl)azetidin-3-yl)methyl)phenyl)-6,7-dihydro-5H-benzo[7]annulene-3-carboxylic acid hydrochloride Cl.FC1=C(C=CC=C1F)C=1CCCC2=C(C1C1=CC(=C(C=C1)CC1CN(C1)CCCF)F)C=CC(=C2)C(=O)O